4-methyl-N'-(1-(5-methylisoxazol-3-yl)propan-2-ylidene)benzenesulfonohydrazide CC1=CC=C(C=C1)S(=O)(=O)NN=C(CC1=NOC(=C1)C)C